tert-Butyl (3-(2,2-difluoro-2-(2-(4,4,5,5-tetramethyl-1,3,2-dioxaborolan-2-yl)phenyl)ethoxy)propyl)carbamate FC(COCCCNC(OC(C)(C)C)=O)(C1=C(C=CC=C1)B1OC(C(O1)(C)C)(C)C)F